2-methoxyphenyl 2-methoxybenzoate 2-methoxyphenyl-2-ethoxybenzoate COC1=C(C=CC=C1)OC(C1=C(C=CC=C1)OCC)=O.COC1=C(C(=O)OC2=C(C=CC=C2)OC)C=CC=C1